ClC1=C(C=C(C=C1)N1C(CCCC12CCN(CC2)C2=NSC(=N2)N2CC(CC2)(F)F)=O)F 1-(4-chloro-3-fluorophenyl)-9-(5-(3,3-difluoropyrrolidin-1-yl)-1,2,4-thiadiazol-3-yl)-1,9-diazaspiro[5.5]undecan-2-one